FC1=C(CN(C(=O)C=2OC=CC2)C2CCN(CC2)CCC2=CC=CC=C2)C=CC=C1 N-(2-fluorobenzyl)-N-(1-phenethylpiperidin-4-yl)-2-furoamide